[1-(methylsulfonyl)piperidin-4-yl]amide CS(=O)(=O)N1CCC(CC1)[NH-]